7-{[2-(2,6-dioxopiperidin-3-yl)-1,3-dioxoisoindol-4-yl]amino}-N-{2-[(2R)-1-methylpyrrolidin-2-yl]imidazo[1,2-a]pyrazin-6-yl}heptanamide O=C1NC(CCC1N1C(C2=CC=CC(=C2C1=O)NCCCCCCC(=O)NC=1N=CC=2N(C1)C=C(N2)[C@@H]2N(CCC2)C)=O)=O